ethyl (2S,3R)-5-(2,4-difluorophenyl)-2-(hydroxymethyl)-3-methyl-3,4-dihydro-2H-pyrano[2,3-b]pyridine-7-carboxylate FC1=C(C=CC(=C1)F)C1=C2C(=NC(=C1)C(=O)OCC)O[C@@H]([C@@H](C2)C)CO